2-[4-(4-bromophenyl)-3-methyl-pyrazol-1-yl]acetic acid tert-butyl ester C(C)(C)(C)OC(CN1N=C(C(=C1)C1=CC=C(C=C1)Br)C)=O